methyl (1s,4S)-5'-chloro-4-(3-chloroanilino)-2'-[(2R)-3-hydroxy-2-methylpropyl]-6'-methoxy-2',3'-dihydrospiro[cyclohexane-1,1'-isoindole]-4-carboxylate ClC=1C=C2CN(C3(C2=CC1OC)CCC(CC3)(C(=O)OC)NC3=CC(=CC=C3)Cl)C[C@H](CO)C